1-(7-(bicyclo[2.2.2]octan-1-ylamino)-3,4-dihydroisoquinolin-2(1H)-yl)prop-2-en-1-one formate C(=O)O.C12(CCC(CC1)CC2)NC2=CC=C1CCN(CC1=C2)C(C=C)=O